P(=S)(OCC)(OCC)[O-].[Na+] sodium diethyl monothiophosphate